(S)-2-((2-((1,1-bis(4-methoxyphenyl)propan-2-yl)amino)-2-oxoethyl)carbamoyl)-4-methoxypyridin-3-yl isobutyrate C(C(C)C)(=O)OC=1C(=NC=CC1OC)C(NCC(=O)N[C@H](C(C1=CC=C(C=C1)OC)C1=CC=C(C=C1)OC)C)=O